N([C@@](C(C=1C(=C(C(=CC1)O)[2H])[2H])([2H])[2H])(C(=O)O)[2H])([2H])[2H] tyrosine-d7